Benzo[b]thiophene S1C2=C(C=C1)C=CC=C2